FC1([C@@H]([C@H](CCC1)O[C@@H]1CN(CC1)CC(C)(C)F)N)F (1R,6S)-2,2-difluoro-6-{[(3S)-1-(2-fluoro-2-methylpropyl)pyrrolidin-3-yl]oxy}cyclohexan-1-amine